N-methoxypropan-1-amine CONCCC